C(C)(C)(C)OC(=O)N1CC2=C(N=C(N=C2N2CCCC3=CC(=C(C=C23)C(F)F)C=2C=NN(C2)C)Cl)CC1 2-chloro-4-(7-(difluoromethyl)-6-(1-methyl-1H-pyrazol-4-yl)-3,4-dihydroquinolin-1(2H)-yl)-7,8-dihydropyrido[4,3-d]Pyrimidine-6(5H)-carboxylic acid tert-butyl ester